O=C1NC(CC[C@H]1N1C(C2=CC=CC(=C2C1=O)NCC(=O)N1CCC(CC1)CN1CCC(CC1)CNC1=C2N=CN(C2=NC=N1)C1CC(C1)NC(C1=NC(=CC=C1)C)=O)=O)=O N-((1r,3r)-3-(6-(((1-((1-((2-(2,6-dioxopiperidin-3-yl)-1,3-dioxoisoindolin-4-yl)glycyl)piperidin-4-yl)methyl)piperidin-4-yl)methyl)amino)-9H-purin-9-yl)cyclobutyl)-6-methylpicolinamide